C(#N)C=1C=C(C=CC1)[C@H](CC(=O)NC)NC1=NC(=NC=2CCCCC12)N1CC2(CN(C2)C(C=C)=O)CC1 (3S)-3-(3-cyanophenyl)-N-methyl-3-((2-(2-(2-propenoyl)-2,6-diazaspiro[3.4]octan-6-yl)-5,6,7,8-tetrahydro-4-quinazolinyl)amino)propanamide